5-(Hydroxymethyl)-furan-2-carbonitril OCC1=CC=C(O1)C#N